CN(CCN(C(C1=CC=C(C=C1)OC[C@@H]1CNCC[C@H]1C1=CC=C(C=C1)F)=O)C)C N-(2-(dimethylamino)ethyl)-4-(((3S,4R)-4-(4-fluorophenyl)piperidin-3-yl)methoxy)-N-methylbenzamide